C1(=CC=CC=C1)CCC(=O)OC1C=CC=2C(C=CC(C12)=C)=C 4,7-dimethyleneinden-1-yl 3-phenylpropionate